(2S,4R)-4-hydroxy-N-(2-hydroxy-4-(4-methylthiazol-5-yl)benzyl)-1-((S)-3-methyl-2-(1-oxoisoindolin-2-yl)butanoyl)pyrrolidine-2-carboxamide O[C@@H]1C[C@H](N(C1)C([C@H](C(C)C)N1C(C2=CC=CC=C2C1)=O)=O)C(=O)NCC1=C(C=C(C=C1)C1=C(N=CS1)C)O